C(C)(=O)OCC1=CC(=C(C(=O)OC)C=C1I)C(F)(F)F methyl 4-(acetoxymethyl)-5-iodo-2-(trifluoromethyl)benzoate